tert-butyl {(1S)-1-[1-(5-nitropyridin-2-yl)-1H-1,2,4-triazol-5-yl]ethyl}carbamate [N+](=O)([O-])C=1C=CC(=NC1)N1N=CN=C1[C@H](C)NC(OC(C)(C)C)=O